FC1=C(C=CC=C1)C1=CC=C(C=C1)N1CCN(CC1)C(=O)NC=1C=C2C=CNC2=CC1 4-(2'-fluoro-[1,1'-biphenyl]-4-yl)-N-(1H-indol-5-yl)piperazine-1-carboxamide